ClC1=NC(=C2C(=N1)N(N=C2)[C@H]2[C@@H]([C@@H]([C@H](O2)COCP(OC2=CC=CC=C2)(OC2=CC=CC=C2)=O)O)O)N2CC1(CCC3=CC=CC=C13)C2 diphenyl ((((2R,3S,4R,5R)-5-(6-chloro-4-(2',3'-dihydrospiro[azetidine-3,1'-inden]-1-yl)-1H-pyrazolo[3,4-d]pyrimidin-1-yl)-3,4-dihydroxytetrahydrofuran-2-yl)methoxy)methyl)phosphonate